diazacyclopentadecine-3-carboxamide N1N=C(C=CC=CC=CC=CC=CC=C1)C(=O)N